7-Fluoro-8-isopropyl-3-methoxyisoquinoline FC1=CC=C2C=C(N=CC2=C1C(C)C)OC